FC(OC1=C(C=CC=C1)N1N=CC(=C1)C=1OC=C(N1)C(=O)N1[C@H]2CN[C@@H](C1)C2)(F)F (1R,4R)-2-(2-{1-[2-(trifluoromethoxy)phenyl]-1H-pyrazol-4-yl}-1,3-oxazole-4-carbonyl)-2,5-diazabicyclo[2.2.1]heptane